N-[(1S)-1-{[(1S)-1-{[3,5-dichloro-4-(hydroxymethyl)phenyl]carbamoyl}ethyl]carbamoyl}-2-methylpropyl]-6-(2,5-dioxopyrrol-1-yl)hexanamide ClC=1C=C(C=C(C1CO)Cl)NC(=O)[C@H](C)NC(=O)[C@H](C(C)C)NC(CCCCCN1C(C=CC1=O)=O)=O